N1CC(C1)C12CC(C1)(C2)NC2=NC=C(N=C2)C(F)(F)F N-[3-(Azetidin-3-yl)-1-bicyclo[1.1.1]pentanyl]-5-(trifluoromethyl)pyrazin-2-amine